FC1(C(CCC1)N(C1=C(C=C(C=C1F)NC(=O)C=1N=C(OC1CC(F)(F)F)N1CCCC1)F)C)F N-{4-[(2,2-difluorocyclopentyl)(methyl)amino]-3,5-difluorophenyl}-2-(pyrrolidin-1-yl)-5-(2,2,2-trifluoroethyl)oxazole-4-carboxamide